1-((1S,2S)-2-((difluoromethoxy)methyl)-1-(5-carbonyl-4,5-dihydro-1,2,4-oxadiazol-3-yl)cyclopropyl)-5-((S)-2,2-dimethyltetrahydro-2H-pyran-4-yl)-7-methoxy-1H-indole-2-carboxylic acid FC(OC[C@@H]1[C@@](C1)(C1=NOC(N1)=C=O)N1C(=CC2=CC(=CC(=C12)OC)[C@@H]1CC(OCC1)(C)C)C(=O)O)F